2-(5-(benzyloxy)-2-fluorobenzoyl)-2-azaspiro[3.3]heptan-6-yl methanesulfonate CS(=O)(=O)OC1CC2(CN(C2)C(C2=C(C=CC(=C2)OCC2=CC=CC=C2)F)=O)C1